C(CCCCCCCCCCCCCCCCCCCCCCCCCCCCCCC)(=O)OCCCCCCCCCCCCCCCCCCCC arachidyl dotriacontanoate